C1(CC1)C(NC(=O)NC1CC2(C1)CCC2)C2=CC(=CC=C2)C(F)(F)F 1-[Cyclopropyl-(3-trifluoromethyl-phenyl)-methyl]-3-spiro[3.3]hept-2-yl-urea